tert-butyl (2,4-difluorophenethyl)(3-hydroxypropyl)carbamate FC1=C(CCN(C(OC(C)(C)C)=O)CCCO)C=CC(=C1)F